ClC=1C=C(C(=NC1)OCC)S(=O)(=O)NC=1C(=C(C(=CC1)F)C1=CC=C2C(=NNC2=C1F)C(=O)NCN1CCOCC1)F 6-[3-(5-Chloro-2-ethoxypyridine-3-sulfonamido)-2,6-difluorophenyl]-7-fluoro-N-(morpholin-4-ylmethyl)-1H-indazole-3-carboxamide